ClC=1C=C(C=C(C1)Cl)C1(CC(=NO1)C1=CC(=C(C(=O)NS(=O)CC2=CC=C(C=C2)OC(F)(F)F)C=C1)C)C(F)(F)F 4-(5-(3,5-dichlorophenyl)-5-(trifluoromethyl)-4,5-dihydroisoxazol-3-yl)-2-methyl-N-((4-(trifluoromethoxy)benzyl)sulfinyl)benzamide